NCC(C)(C)SSCCNC(/C(/CC1=CC(=C(C=C1)O)Br)=N/O)=O (E)-N-(2-((1-amino-2-methylpropan-2-yl)disulfanyl)ethyl)-3-(3-bromo-4-hydroxyphenyl)-2-(hydroxyimino)propionamide